p-bromomethylphenyl-trimethoxysilane BrCC1=CC=C(C=C1)[Si](OC)(OC)OC